methyl 2-chloro-7-(cyclopropylmethyl)-7H-pyrrolo[2,3-d]pyrimidine-6-carboxylate ClC=1N=CC2=C(N1)N(C(=C2)C(=O)OC)CC2CC2